(S)-3-((3-(2-ethoxypropan-2-yl)-3-(2-(thiophen-2-yl)ethyl)pyrrolidin-1-yl)methyl)pyridine C(C)OC(C)(C)[C@@]1(CN(CC1)CC=1C=NC=CC1)CCC=1SC=CC1